2-[[4-[3-fluoro-5-isobutyl-2-(2H-tetrazol-5-yl)phenyl]-2,6-dimethyl-piperazin-1-yl]methyl]-5-methyl-thiazole FC=1C(=C(C=C(C1)CC(C)C)N1CC(N(C(C1)C)CC=1SC(=CN1)C)C)C=1N=NNN1